C(C)(C)(C)NCCO 2-(tert-butylamino)ethanol